N1CC(C(C(C1)O)O)O racemic-syn-piperidine-3,4,5-triol